C[C@H]1N(C[C@@H]([C@H](C1)OC1=CC(=CC=C1)C(F)(F)F)C)C1=CC(N(C=2C=CC(=NC12)C#N)C)=O |&1:4| 8-((2R,4S,SR)-2,5-Dimethyl-4-(3-(trifluoromethyl)phenoxy)piperidin-1-yl)-5-methyl-6-oxo-5,6-dihydro-1,5-naphthyridin-2-carbonitril